N,N'-bis{4-(benzothiazole-2-yl)phenyl}-N,N'-diphenyl-4,4'-diamino-1,1'-biphenyl S1C(=NC2=C1C=CC=C2)C2=CC=C(C=C2)N(C2=CC=C(C=C2)C2=CC=C(C=C2)N(C2=CC=CC=C2)C2=CC=C(C=C2)C=2SC1=C(N2)C=CC=C1)C1=CC=CC=C1